4-piperidone monohydrate hydrobromide Br.O.N1CCC(CC1)=O